C1(N=CC=2C=NC=CC21)=O 1H-pyrrolo[3,4-c]pyridin-1-one